N-(3-(iso-hexoxy)propyl)-3-(pyrrolidinyl)propan-1-amine C(CCC(C)C)OCCCNCCCN1CCCC1